methyl 3-chloro-6-cyanoisoquinoline-1-carboxylate ClC=1N=C(C2=CC=C(C=C2C1)C#N)C(=O)OC